ClC1=CC(=C(C(=O)N(NC(=O)OC(C)(C)C)C2CC(NCC2)=O)C=C1Cl)C(C1=CC=C(C=C1)Cl)=O tert-butyl 2-(4,5-dichloro-2-(4-chlorobenzoyl)benzoyl)-2-(2-oxopiperidin-4-yl)hydrazine-1-carboxylate